NCCCCCCCCNC(OC(C)(C)C)=O tert-butyl N-(8-aminooctyl)-carbamate